n-propyl-2,3-dihydro-1H-indene-5-sulfonamide C(CC)C1CCC2=CC(=CC=C12)S(=O)(=O)N